C(=C)[C@@H]1C[C@H](CCC1)S(=O)[O-].[Na+] racemic-sodium trans-3-vinylcyclohexane-1-sulfinate